C(C)(C)(C)NS(=O)(=O)C1=CC=C(C=C1)N1C(O[C@H](C1)[C@H](CC1=CC=CC=C1)NC(C1=CC=C(C=C1)F)=O)=O N-((S)-1-((R)-3-(4-(N-tert-butylsulfamoyl)phenyl)-2-oxooxazolidin-5-yl)-2-phenylethyl)-4-fluorobenzamide